Octadecyl Maleate C(\C=C/C(=O)[O-])(=O)OCCCCCCCCCCCCCCCCCC